CC1(COCC1)C(=O)N1[C@H](COC2=C(C1)C=CC(=C2)C2=NOC(=N2)C(F)(F)F)C2=CC=CC=C2 (3S)-4-[(3-methyloxolan-3-yl)carbonyl]-3-phenyl-8-[5-(trifluoromethyl)-1,2,4-oxadiazol-3-yl]-3,5-dihydro-2H-1,4-benzoxazepine